O=C1C2=C(C=3C(=CC(=NC3C1=O)C(=O)O)C(=O)O)NC=C2 4,5-dioxo-4,5-dihydro-1H-pyrrolo[2,3-f]quinoline-7,9-dicarboxylic acid